2-dodecyldimethylammonium acetate C(C)(=O)[O-].CC(CCCCCCCCCC)[NH+](C)C